FC1=CC=C(C=C1)N1N(C(=C(C1=O)C(=O)NC1=CC(=C(C=C1)OC1=C2C(=NC=C1)NC=C2C2=CC=CC=C2)F)C)C (4-Fluorophenyl)-N-[3-fluoro-4-(3-phenyl-1H-pyrrolo[2,3-b]pyridin-4-yl-oxy)phenyl]-1,5-dimethyl-3-oxo-2,3-dihydro-1H-pyrazole-4-carboxamide